C(C)C=1C(=NC=C(N1)C)C 3-ETHYL-2,5-DIMETHYLPYRAZINE